C(C)(C)(C)OC(=O)N[C@@H](C(=O)O)CCC (R)-2-((tert-butoxycarbonyl)amino)pentanoic acid